CC1=CC(=CS1)C1=CC=C(C=O)C=C1 4-(5-Methylthiophen-3-yl)benzaldehyde